C(C)(=O)O.C(C)C1=C(C=CC(=C1)C)C ethyl-p-xylene acetate